[Si](C)(C)(C(C)(C)C)OCC=1C=C(C=NC1OC)C1CN(CCC1(F)F)C(=O)OC(C)(C)C tert-butyl 3-(5-(((tert-butyldimethylsilyl) oxy) methyl)-6-methoxypyridin-3-yl)-4,4-difluoropiperidine-1-carboxylate